[Na+].COC1=C(C=CC(=C1)[N+](=O)[O-])N1[NH2+]C(=NN1C1=CC=C(C=C1)[N+](=O)[O-])C1=C(C=C(C=C1)S(=O)(=O)O)S(=O)(=O)O 2-(2-methoxy-4-nitrophenyl)-3-(4-nitrophenyl)-5-(2,4-disulfophenyl)2H-tetrazolium monosodium salt